NC1=NC=2C=CC=CC2C2=C1N=C(N2CC(C)(C)NC(C2=CC=CC=C2)=O)CC N-[2-(4-amino-2-ethyl-1H-imidazo[4,5-c]quinolin-1-yl)-1,1-dimethylethyl]benzamide